Phenyl 3-((5-bromo-3-chloro-2-hydroxyphenyl)sulfonamido)-5-(1-cyanocyclobutyl)-2-hydroxybenzoate BrC=1C=C(C(=C(C1)S(=O)(=O)NC=1C(=C(C(=O)OC2=CC=CC=C2)C=C(C1)C1(CCC1)C#N)O)O)Cl